(1s,4s)-4-(8-(2-chloro-4-cyanophenylamino)-2-(tetrahydro-2H-pyran-4-ylamino)-9H-purin-9-yl)cyclohexanecarboxamide ClC1=C(C=CC(=C1)C#N)NC=1N(C2=NC(=NC=C2N1)NC1CCOCC1)C1CCC(CC1)C(=O)N